3-methoxy-4-(thiophen-2-ylmethoxy)aniline COC=1C=C(N)C=CC1OCC=1SC=CC1